FC(C(=O)N1CC(N(CC1)C1=NC(=CC=C1)C)=O)=C 4-(2-fluoroacryloyl)-1-(6-methylpyridin-2-yl)piperazin-2-one